Farnesic Acid C(C=C(C)CCC=C(C)CCC=C(C)C)(=O)O